1-((5,5-difluorobicyclo[2.1.0]pentan-2-yl)methyl)-3-(1,1-difluoroethyl)-4-methyl-1H-pyrazole FC1(C2CC(C12)CN1N=C(C(=C1)C)C(C)(F)F)F